C1CN(C[C@H]1O)C(=O)OCC2=CC=CC=C2 (S)-(+)-1-Cbz-3-pyrrolidinol